CN(CCN(C1=C(C=C(C=C1)NC1=NC=C(C(=N1)C1=CN(C2=CC=CC=C12)C)OC)NC(C)=O)C)C N-(2-((2-(dimethylamino)ethyl)(methyl)amino)-5-(5-methoxy-4-(1-methyl-1H-indol-3-yl)pyrimidin-2-ylamino)phenyl)acetamide